(5aR,5bS,7aS,10aS,10bR)-2-(2-chlorophenyl)-5a,7a-dimethyl-5,5a,5b,6,7,7a,8,9,10,10a,10b,11-dodecahydro-4H-cyclopenta[7,8]phenanthro[2,1-d]thiazol-8-ol ClC1=C(C=CC=C1)C=1SC2=C(N1)CC[C@@]1([C@H]3CC[C@]4([C@H]([C@@H]3CC=C12)CCC4O)C)C